N-[1-(2-chloro-2-oxoethyl)-3-(4-methanesulfonylphenyl)-4-methyl-5-oxo-4,5-dihydro-1H-pyrazol-4-yl]-N-hydroxycarbamic acid tert-butyl ester C(C)(C)(C)OC(N(O)C1(C(=NN(C1=O)CC(=O)Cl)C1=CC=C(C=C1)S(=O)(=O)C)C)=O